D-Mannose 6-phosphate P(=O)(O)(O)OC[C@H]([C@H]([C@@H]([C@@H](C=O)O)O)O)O